tert-Butyl 3-(6-methoxypyridin-3-yl)-3-(3-(4-(5,6,7,8-tetrahydro-1,8-naphthyridin-2-yl)but-3-en-1-yl)cyclobutyl)propanoate COC1=CC=C(C=N1)C(CC(=O)OC(C)(C)C)C1CC(C1)CCC=CC1=NC=2NCCCC2C=C1